FC=1C(=NC=CC1CC=1C(OC2=CC(=CC=C2C1C)OC1=NC=CC=C1F)=O)C(=O)O 3-fluoro-4-[[7-[(3-fluoro-2-pyridyl)oxy]-4-methyl-2-oxo-chromen-3-yl]methyl]pyridine-2-carboxylic acid